O=C1N(C(C(N1)CCC(C(F)(F)F)C)=O)C1CC2(CC(C2)OC2=NC=CC=C2C(=O)N)C1 2-{[(αR)-6-[2,5-dioxo-4-(4,4,4-trifluoro-3-methyl-butyl)imidazolidin-1-yl]spiro[3.3]-heptan-2-yl]oxy}-pyridine-3-carboxamide